FC=1C=C2CCC3(CCN(CC3)CC(=O)NOC3OCCCC3)OC2=CC1 2-(6-fluorospiro[chromane-2,4'-piperidin]-1'-yl)-N-((tetrahydro-2H-pyran-2-yl)oxy)acetamide